FC1(CC(C1)C1=C(C(=O)N)C=CC=C1)F (3,3-difluorocyclobutyl)benzamide